OCCCOC=1C=C(C=CC1OC)C1=C(OCCCCO)C(=CC(=C1)C1=CC=C(C=C1)C1=CC=C(C=C1)OCCCCOC)OC 4-{2-[3-(3-hydroxypropoxy)-4-methoxyphenyl]-6-methoxy-4-{4-[4-(4-methoxybutoxy)phenyl]phenyl}phenoxy}butan-1-ol